2-(2-((2-(1H-benzo[d]imidazol-2-yl)ethyl)amino)ethyl)-N-(benzo[f]quinolin-3-ylmethyl)oxazole-4-carboxamide N1C(=NC2=C1C=CC=C2)CCNCCC=2OC=C(N2)C(=O)NCC2=NC=1C=CC3=C(C1C=C2)C=CC=C3